FC1=CC=C(C=C1)N1N=C(C=C1S(=O)C)C(=O)NC1=CC(=C(C=C1)C(C)C)C#CC1=CN=C2N1N=CC=C2 1-(4-fluorophenyl)-N-(3-(imidazo[1,2-b]pyridazin-3-ylethynyl)-4-isopropylphenyl)-5-(methylsulfinyl)-1H-pyrazole-3-carboxamide